3-hydroxybutyl-boric acid OC(CCOB(O)O)C